O1C(OCC1)CC1CCN(CC1)C1=CC=C(C=C1)C1CCN(CC1)C(=O)OCC1=CC=CC=C1 Benzyl 4-(4-{4-[(1,3-dioxolan-2-yl)methyl]piperidin-1-yl}phenyl)piperidine-1-carboxylate